COC1=C(C(=O)P(CC(CC(C)(C)C)C)C(C2=C(C=CC=C2OC)OC)=O)C(=CC=C1)OC bis(2,6-dimethoxybenzoyl)-2,4,4-trimethylpentylphosphine